COC=1C=C2C(C=C(OC2=CC1OC)C1=CC=C(C(=O)OCC)C=C1)=O Ethyl 4-(6,7-dimethoxy-4-oxo-4H-chromen-2-yl)benzoate